2-methyl-3-(tetrahydrofuran-3-yl)-5-(5-(trifluoromethyl)-4-((2-(trimethylsilyl)ethoxy)methyl)-4H-1,2,4-triazol-3-yl)pyridine CC1=NC=C(C=C1C1COCC1)C1=NN=C(N1COCC[Si](C)(C)C)C(F)(F)F